FC=1C=C(C=CC1)C1=CC(=C(S1)C(=O)N[C@@H]1CN(CCCC1)C(=O)OC(C)(C)C)NC(=O)N tert-butyl (S)-3-(5-(3-fluorophenyl)-3-ureidothiophene-2-carboxamido)azepane-1-carboxylate